[I].C(CCCN)N butylenediamine iodine